trans-1,2-dichloro-3,3,4,4,5,5,6,6-octafluorocyclohexane Cl[C@H]1[C@@H](C(C(C(C1(F)F)(F)F)(F)F)(F)F)Cl